6-(2-{[(1r,3s,5s)-1,5-dimethyl-8-azabicyclo[3.2.1]oct-3-yl](methyl)amino}[1,3]thiazolo[5,4-b]pyridin-5-yl)-2-methylimidazo[1,2-a]pyridine-8-carbonitrile C[C@]12CC(C[C@](CC1)(N2)C)N(C=2SC1=NC(=CC=C1N2)C=2C=C(C=1N(C2)C=C(N1)C)C#N)C